BrC=1C=C(C(=O)NC2=C(C3=CC=CC=C3C=C2)C2=C(C=CC=C2)O)C=CC1 3-bromo-N-(1-(2-hydroxyphenyl)naphthalen-2-yl)benzamide